Ethyl-4-(2-acetoxyphenyl)-1-(3-bromophenyl)-6-methyl-2-oxo-1,2,3,4-tetrahydropyrimidine C(C)N1C(N(C(=CC1C1=C(C=CC=C1)OC(C)=O)C)C1=CC(=CC=C1)Br)=O